C(C)(C)(C)[C@](N(C(N=C(C(=O)OC(C)(C)C)CCCCNC(C1=CC=C(C=C1)O)=O)=O)C(C)(C)C)(CCC(=O)O)C(=O)O di-tert-butyl-(((S)-1-(tert-butoxy)-6-(4-hydroxybenzoamido)-1-oxohexyl-2-yl)carbamoyl)-L-glutamic acid